diethyl bicyclo[2.2.2]oct-5-ene-2,3-dicarboxylate C12C(C(C(C=C1)CC2)C(=O)OCC)C(=O)OCC